tert-butyl (1-acetylpiperidin-4-yl)((3'-chloro-2'-(3-(5-(((2-hydroxyethyl)amino)methyl)-4-methoxypicolinamido)-2-methylphenyl)-6-methoxy-[2,4'-bipyridin]-5-yl)methyl)carbamate C(C)(=O)N1CCC(CC1)N(C(OC(C)(C)C)=O)CC=1C=CC(=NC1OC)C1=C(C(=NC=C1)C1=C(C(=CC=C1)NC(C1=NC=C(C(=C1)OC)CNCCO)=O)C)Cl